(5Z)-5-[[1-(2-pyridinyl)pyrazol-3-yl]methylene]thiazolidine-2,4-dione N1=C(C=CC=C1)N1N=C(C=C1)\C=C/1\C(NC(S1)=O)=O